tert-Butyl rac-(3aR,6aR)-3-(7,8-dihydrofuro[3,2-e][1,3]benzothiazol-2-yl)-2,4-dioxohexahydrocyclopenta[d]imidazole-1(2H)-carboxylate N1=C(SC2=C1C1=C(C=C2)OCC1)N1C(N([C@H]2[C@@H]1C(CC2)=O)C(=O)OC(C)(C)C)=O |r|